N-[1-(2-hydroxyethyl)-2-oxopyrrolidin-3-yl]-2-methyl-5-[(pyridin-2-yl)methoxy]furo[2,3-c]pyridine-3-carboxamide OCCN1C(C(CC1)NC(=O)C1=C(OC2=CN=C(C=C21)OCC2=NC=CC=C2)C)=O